C(C)(SCCOCC=1SC=CC1Br)=O S-(2-((3-bromothiophen-2-yl)methoxy)ethyl) ethanethioate